O=C1NC(CCC1C=1C=C(C=NC1)CN1CCC(CC1)N1N=C2C=C(C(=CC2=C1)NC(C1=CN=C(C=C1)C(F)(F)F)=O)C(C)(C)O)=O N-(2-(1-((5-(2,6-dioxopiperidin-3-yl)pyridin-3-yl)methyl)piperidin-4-yl)-6-(2-hydroxypropan-2-yl)-2H-indazol-5-yl)-6-(trifluoromethyl)nicotinamide